Methylenephosphonium bischloride [Cl-].[Cl-].C=[PH2+].C=[PH2+]